O1CC(C1)COC=CC(C)OCC1COC1 1,3-bis[(3-oxetanyl)methoxy]butene